4-[5-ethylsulfonyl-2-[[6-[2-(4-piperidyl)ethyl]-3-pyridyl]oxy]phenyl]-6-methyl-1H-pyrrolo[2,3-c]pyridin-7-one C(C)S(=O)(=O)C=1C=CC(=C(C1)C=1C2=C(C(N(C1)C)=O)NC=C2)OC=2C=NC(=CC2)CCC2CCNCC2